CC1=C(C=C(C(=O)O)C=C1)OC1COCC1 4-methyl-3-((tetrahydrofuran-3-yl)oxy)benzoic acid